C(C)(C)(C)OC(=O)N1C(CC(CC1)N1C(C2=C(N=C(N=C2)C2=CC3=CN(N=C3C(=C2O)C)C)C=C1)=O)C.C(C)O[Si](OCC)(OCC)CCC=CC(=O)N 3-(triethoxysilyl)ethyl-acrylamide tert-butyl-4-[2-(6-hydroxy-2,7-dimethyl-indazol-5-yl)-5-oxo-pyrido[4,3-d]pyrimidin-6-yl]-2-methyl-piperidine-1-carboxylate